1-(2-(1H-benzo[d]imidazol-2-yl)piperidin-1-yl)-2-(methylsulfanyl)propan-1-one N1C(=NC2=C1C=CC=C2)C2N(CCCC2)C(C(C)SC)=O